2-chloro-6-(methoxymethyl)-5H-pyrrolo[3,2-d]pyrimidine ClC=1N=CC2=C(N1)C=C(N2)COC